2-(2-fluoro-5-nitrophenyl)ethan-1-amine FC1=C(C=C(C=C1)[N+](=O)[O-])CCN